C(#N)N(C=1SC(=C(N1)C(=O)NCC(C)(C)C)C)C1=CC(=NC(=C1)F)F 2-[cyano-(2,6-difluoro-4-pyridyl)amino]-N-(2,2-dimethylpropyl)-5-methyl-thiazole-4-carboxamide